ClC=1C=C(OC2=NC=C(C=N2)C2=CN=CC(=N2)NC2(CN(C2)C(C=C)=O)C)C=CC1 1-[3-[[6-[2-(3-chlorophenoxy)pyrimidin-5-yl]pyrazin-2-yl]amino]-3-methyl-azetidin-1-yl]prop-2-en-1-one